N1(NNNCCC1)C#CCCCCCCCC tetraazacycloheptyl-decyne